C(C)OC(=O)N1CC2(C1)C[C@H](CC2)N2CCC(CC2)C2=NC=C(C=C2C2=NC=CN=C2)F.C2(=CCCCC2)C2C(CCCC2)=O 2-(1-cyclohexenyl)cyclohexanone ethyl-(6S)-6-[4-(5-fluoro-3-pyrazin-2-yl-2-pyridyl)-1-piperidyl]-2-azaspiro[3.4]octane-2-carboxylate